FC(F)(F)SC1=CC=C(NC2CCC(CC2)S(=O)(=O)C2=CC=C(C=C2)C=2C=C3C(=CNC3=CC2)C#N)C=C1 5-[4-[4-[4-(trifluoromethylsulfanyl)anilino]cyclohexyl]sulfonylphenyl]-1H-indole-3-carbonitrile